(1S,2S)-N,N'-dihydroxy-N,N'-bis(diphenylacetyl)cyclohexane-1,2-diamine ON([C@@H]1[C@H](CCCC1)N(C(C(C1=CC=CC=C1)C1=CC=CC=C1)=O)O)C(C(C1=CC=CC=C1)C1=CC=CC=C1)=O